COC1=C(C=CC(=C1)OC)C1=NC(=C2N=CN(C2=N1)C1OCCCC1)NCC1=CC=C(C=C1)C=1N(C=C(N1)C(F)(F)F)C 2-(2,4-dimethoxyphenyl)-N-(4-(1-methyl-4-(trifluoromethyl)-1H-imidazol-2-yl)benzyl)-9-(tetrahydro-2H-pyran-2-yl)-9H-purin-6-amine